(E)-3-methyl-2-(2-(2-phenyl-1,3-dithian-2-yl)vinyl)-1H-indole CC1=C(NC2=CC=CC=C12)\C=C\C1(SCCCS1)C1=CC=CC=C1